NC1=C2C(=NC=N1)N(N=C2C2=CC=C1C(=C(NC1=C2)C(=O)NC)C)C(C)(C)C 6-(4-amino-1-tert-butyl-pyrazolo[3,4-d]pyrimidin-3-yl)-N,3-dimethyl-1H-indole-2-carboxamide